1-(6-(7-(8-chloronaphthalen-1-yl)-2-((1-((dimethylamino)methyl)cyclopropyl)methoxyl)-5,6,7,8-tetrahydropyrido[3,4-d]pyrimidin-4-yl)-2,6-diazaspiro[3.4]octane-2-yl)prop-2-ene-1-one ClC=1C=CC=C2C=CC=C(C12)N1CC=2N=C(N=C(C2CC1)N1CC2(CN(C2)C(C=C)=O)CC1)OCC1(CC1)CN(C)C